C(C(C)(C)C)(=O)OCN1N=NC(=C1)C1CN(C1)C1=NOC(=C1)C=1C=NC(=NC1)NC1CC2=CC(=C(C=C2C1)F)F (4-(1-(5-(2-((5,6-difluoro-2,3-dihydro-1H-inden-2-yl)amino)pyrimidin-5-yl)isoxazol-3-yl)azetidin-3-yl)-1H-1,2,3-triazol-1-yl)methyl pivalate